F[C@H]1[C@@]2(C=C[C@](C[C@H]1N(C=1N=CC(=NC1)C1=C(C=C(C=C1)C1=CC(=NC=C1)OC)O)C)(N2)C)C 2-(5-(((1S,2R,3R,5S)-2-fluoro-1,5-dimethyl-8-azabicyclo[3.2.1]oct-6-en-3-yl)(methyl)amino)pyrazin-2-yl)-5-(2-methoxypyridin-4-yl)phenol